1,N1-dimethylcyclohexane-1,4-diamine dihydrochloride Cl.Cl.CC1(CCC(CC1)N)NC